2-(6-chloro-7-methylimidazo[1,2-a]pyridin-8-yl)-5-pentylbenzene-1,3-diol ClC=1C(=C(C=2N(C1)C=CN2)C2=C(C=C(C=C2O)CCCCC)O)C